(4-tert-butyl-phenyl)-(4-methoxy-phenyl)iodonium tetraphenyl-borate C1(=CC=CC=C1)[B-](C1=CC=CC=C1)(C1=CC=CC=C1)C1=CC=CC=C1.C(C)(C)(C)C1=CC=C(C=C1)[I+]C1=CC=C(C=C1)OC